Cl.C(C(C)(C)C)(=O)N pivalamide hydrochloride